N-(4-(2-bromoacetyl)-3-fluoropyridin-2-yl)-N-ethylacetamide BrCC(=O)C1=C(C(=NC=C1)N(C(C)=O)CC)F